Cl.NCCC(=O)NCC(C)C 3-amino-N-(2-methylpropyl)propanamide hydrochloride